zinc tartarate zinc citrate C(CC(O)(C(=O)[O-])CC(=O)[O-])(=O)[O-].[Zn+2].C(C(O)C(O)C(=O)O)(=O)[O-].[Zn+2]